C12COCC(N1CC1=CC(=C(C=C1)N1C=NC(=C1)C1=NC(=NC=C1C(F)(F)F)NC1CCN(CC1)S(=O)(=O)C)Cl)C2 4-(1-(4-((3-Oxa-6-azabicyclo[3.1.1]-heptan-6-yl)methyl)-2-chlorophenyl)-1H-imidazol-4-yl)-N-(1-(methylsulfonyl)-piperidin-4-yl)-5-(trifluoromethyl)-pyrimidin-2-amine